BrC1=CC=CC=2C(=C(OC21)I)C=O 7-bromo-2-iodobenzofuran-3-carbaldehyde